phosphonate lithium [Li+].P([O-])([O-])=O.[Li+]